pyrimidine-2-carboxylic acid methyl ester fumarate C(\C=C\C(=O)O)(=O)O.COC(=O)C1=NC=CC=N1